C(CC(O)(C(=O)O)CC(=O)O)(=O)O.C(CCCCCCCCC)(O)O decanediol citrate